ClC=1C=CC(=C(C1)C(=O)N1N(CCC1)CC1=CC2=C(N=C(S2)C)C=C1)N1N=CC(=N1)C#C (5-chloro-2-(4-ethynyl-2H-1,2,3-triazol-2-yl)phenyl)(2-((2-methylbenzo[d]thiazol-6-yl)methyl)pyrazolidin-1-yl)methanone